ClC1=C(C=C(C=C1)C1=CN=C(N1)C1N(CCCC1)C(C(C)SC)=O)F 1-(2-(5-(4-chloro-3-fluorophenyl)-1H-imidazol-2-yl)piperidin-1-yl)-2-(methylthio)propan-1-one